[Si](C)(C)(C(C)(C)C)OC[C@@H](C=1C=NC(=CC1)OCC)NS(=O)C(C)(C)C N-[(1R)-2-{[tert-butyl(dimethyl)silyl]oxy}-1-(6-ethoxypyridin-3-yl)ethyl]-2-methylpropane-2-sulfinamide